6-Chloro-4-(2,5-dihydrofuran-3-yl)pyridazin-3-amine ClC1=CC(=C(N=N1)N)C=1COCC1